((2R,3R,5R)-5-(4-Butyramido-2-oxopyrimidin-1(2H)-yl)-4,4-difluoro-3-hydroxytetrahydrofuran-2-yl)methyl phenyl (R)-((S)-1-(1,3-dioxolan-2-yl)ethyl)phosphoramidate O1C(OCC1)[C@H](C)N[P@@](OC[C@H]1O[C@H](C([C@@H]1O)(F)F)N1C(N=C(C=C1)NC(CCC)=O)=O)(OC1=CC=CC=C1)=O